C(C1=CC=CC=C1)SC=1C=CC=2N(C1)C(=NC2)C=2SC(=NN2)C(F)F 2-(6-(benzylthio)imidazo[1,5-a]pyridin-3-yl)-5-(difluoromethyl)-1,3,4-thiadiazole